3-chloro-1,4,7-trimethyl-6,7-dihydro-5H-pyrrolo[3,4-b]pyridin-2-one ClC1=C(C2=C(N(C1=O)C)C(NC2)C)C